6-[3-[[(4S)-8-chlorochroman-4-yl]carbamoylamino]pyrazol-1-yl]-N-methyl-pyridine-3-carboxamide ClC=1C=CC=C2[C@H](CCOC12)NC(=O)NC1=NN(C=C1)C1=CC=C(C=N1)C(=O)NC